6-bromopyrrolo[2,1-f][1,2,4]triazine-2,4-diol BrC=1C=C2C(=NC(=NN2C1)O)O